BrC1=C(C=C(C=C1)S(=O)(=O)N1CCN(CC1)C(=O)OC(C)(C)C)F tert-Butyl 4-(4-bromo-3-fluoro-phenyl)sulfonylpiperazine-1-carboxylate